FC=1C=C(C=C(C1[C@@H]1N([C@H](CC2=C1NC1=CC=C(C=C21)F)C)CC(F)(F)F)F)NC2CN(C2)CCCF N-(3,5-difluoro-4-((1S,3S)-6-fluoro-3-methyl-2-(2,2,2-trifluoroethyl)-2,3,4,9-tetrahydro-1H-pyrido[3,4-b]indol-1-yl)phenyl)-1-(3-fluoropropyl)azetidin-3-amine